ClC1=CC(=C(C(=C1)F)CN(C(=O)NCC1=CC=C(C=C1)OCC(C)C)C1CCN(CC1)C)F 1-[(4-chloro-2,6-difluorophenyl)methyl]-1-(1-methylpiperidin-4-yl)-3-{[4-(2-methylpropyloxy)phenyl]methyl}urea